5-[3-chloro-5-(2,2-difluorobenzo[1,3]dioxol-5-yl)-phenyl]-3H-[1,2,3]triazole-4-carbonitrile ClC=1C=C(C=C(C1)C1=CC2=C(OC(O2)(F)F)C=C1)C1=C(NN=N1)C#N